3-(3-((2-((5-methyl-2-(4-methylpiperazin-1-yl)thiazol-4-yl)amino)-5-(trifluoromethyl)pyrimidin-4-yl)amino)propyl)-1,3-oxazinan-2-one CC1=C(N=C(S1)N1CCN(CC1)C)NC1=NC=C(C(=N1)NCCCN1C(OCCC1)=O)C(F)(F)F